((2S,4R)-4-hydroxypiperidin-2-yl)(4-(3-isopropyl-2-(2-methylpyridin-4-yl)-1H-indol-5-yl)piperidin-1-yl)methanone O[C@H]1C[C@H](NCC1)C(=O)N1CCC(CC1)C=1C=C2C(=C(NC2=CC1)C1=CC(=NC=C1)C)C(C)C